cholest-5,8(14)-dien-3β-ol CC(C)CCC[C@@H](C)[C@H]1CCC2=C3CC=C4C[C@H](CC[C@]4(C)[C@H]3CC[C@]12C)O